NC=1N=C(SC1C(=O)C1=CC=NC=C1)N(C1=CC2=C(OC(O2)(F)F)C=C1)C(C(=O)N)C [[4-Amino-5-(pyridin-4-carbonyl)thiazol-2-yl]-(2,2-difluoro-1,3-benzodioxol-5-yl)amino]propanamid